FC1=CC=C(C(=N1)C)OC1=CC=C(C(=C1C(=O)OC)C)[N+](=O)[O-] methyl 6-((6-fluoro-2-methylpyridin-3-yl)oxy)-2-methyl-3-nitrobenzoate